C(CCCCCCCCCCCCCCC(C)C)(=O)O.C(CCCCCCCCCCCCCCC(C)C)(=O)O.C(CCCCCCCCCCCCCCC(C)C)(=O)O.C(O)C(CC)(CO)CO trimethylolpropane tri-isostearate